2,5-di-tert-butylperylene C(C)(C)(C)C1=CC=2C=3C=CC=C4C=CC=C(C5=CC(=CC(=C1)C52)C(C)(C)C)C43